OC12C(C(=O)NC1=O)C=CC=C2O 2,3-dihydroxyphthalimide